tert-butyl (1-(4-bromophenyl)butyl)(methyl)carbamate BrC1=CC=C(C=C1)C(CCC)N(C(OC(C)(C)C)=O)C